N-((5-amino-4H-1,2,4-triazol-3-yl)methyl)-1-((6-cyclopropylimidazo[1,2-a]pyridin-2-yl)methyl)-1H-1,2,3-triazole-4-carboxamide NC=1NC(=NN1)CNC(=O)C=1N=NN(C1)CC=1N=C2N(C=C(C=C2)C2CC2)C1